N1C(=NC=C1)C1=CC=C(C=C1)C1=CC(=CC(=C1)C1=CC=C(C=C1)C=1NC=CN1)C1=CC=C(C=C1)C=1NC=CN1 1,3,5-tris-(4-imidazolylphenyl)benzene